6-(4-cyclopropyl-6-methoxypyrimidin-5-yl)-1-((2-(trimethylsilyl)ethoxy)methyl)-1H-pyrazolo[3,4-d]pyrimidine-3-carbaldehyde C1(CC1)C1=NC=NC(=C1C1=NC=C2C(=N1)N(N=C2C=O)COCC[Si](C)(C)C)OC